COC1(CN(CC1)C(=O)OCC1=CC=CC=C1)C1C(N(CC1)CC1=CC=C(C=C1)OC)=O benzyl 3-methoxy-1'-(4-methoxybenzyl)-2'-oxo-[3,3'-bipyrrolidine]-1-carboxylate